2',4'-Difluoro-2-(α,α,α-trifluoro-m-tolyloxy)nicotinanilide FC1=C(NC(C2=C(N=CC=C2)OC=2C=C(C=CC2)C(F)(F)F)=O)C=CC(=C1)F